[4-(3-hydroxyphenyl)-1-(thiophen-2-yl)-1H-pyrrol-2-yl](3,4,5-trimethoxyphenyl)methanone OC=1C=C(C=CC1)C=1C=C(N(C1)C=1SC=CC1)C(=O)C1=CC(=C(C(=C1)OC)OC)OC